NC1=NC(=C2C(=N1)N(N=C2)CC2=CC(=C(C=C2)N)C)C=2C(=C(C#N)C=CC2)F (6-amino-1-(4-amino-3-methylbenzyl)-1H-pyrazolo[3,4-d]pyrimidin-4-yl)-2-fluorobenzonitrile